S1C(=NC=C1)P(C1=CC2=CC=CC=C2C=C1)(C1=CC2=CC=CC=C2C=C1)=O Thiazol-2-ylbis(naphthalen-2-yl)phosphine oxide